C(C=C)(=O)N[C@H]1C[C@H](CC1)NC(=O)C=1SC=2N=CC=C3N(C(NC1C23)=O)C2=NC=C(C=C2)OC2=CC=CC=C2 N-((1S,3R)-3-Acrylamidocyclopentyl)-4-oxo-5-(5-phenoxypyridin-2-yl)-4,5-dihydro-3H-1-thia-3,5,8-triazaacenaphthylene-2-carboxamide